NC1=C(NCCCO)C=C(C(=C1)F)Cl 3-(2-amino-5-chloro-4-fluoroanilino)-propan-1-ol